1-[4-(3-{5-[(R)-(4-Bromo-phenyl)-(1,3-dimethyl-azetidin-3-yl)-hydroxy-methyl]-pyridin-3-yl}-[1,2,4]oxadiazol-5-yl)-piperidin-1-yl]-ethanone BrC1=CC=C(C=C1)[C@@](C=1C=C(C=NC1)C1=NOC(=N1)C1CCN(CC1)C(C)=O)(O)C1(CN(C1)C)C